(E)-N'-cyano-N-(((3S,3aS,6aR)-hexahydrofuro[2,3-b]furan-3-yl)methyl)acetamidine C(#N)/N=C(\C)/NC[C@H]1CO[C@H]2OCC[C@H]21